selenium di-Phenylphosphine C1(=CC=CC=C1)PC1=CC=CC=C1.[Se]